C(CCCC)C1=C(C=C(C=C1)C1CCCC=C1)S(=O)(=O)N 4-pentyl-1',2',3',4'-tetrahydro-[1,1'-biphenyl]-3-sulfonamide